C(CCCCCN=C=O)N=C=O 1,6-hexylene diisocyanate